FC=1C=C(OC2=CC=C(C=C2)NC(OCC=2C(=C3C(N(CC3=CC2)C2C(NC(CC2)=O)=O)=O)OC)=O)C=CC1 [2-(2,6-dioxopiperidin-3-yl)-4-methoxy-3-oxo-2,3-dihydro-1H-isoindol-5-yl]methyl N-[4-(3-fluorophenoxy)phenyl]carbamate